5-(2-((tert-butyldimethylsilyl)oxy)ethyl)-3-(difluoromethyl)isoxazol [Si](C)(C)(C(C)(C)C)OCCC1=CC(=NO1)C(F)F